C[SiH](C)C1=C(C=CC=C1)[SiH](C)C di(dimethylsilyl)benzene